CN1C[C@H]2N(C3=C(C=C(C=C3CC2)C=2N=C3C(=NC2)NC=C3C3=CC(=C(C(=O)N(C[C@H]2COCC2)C)C=C3)C)C)CC1 4-(2-((S)-3,10-dimethyl-2,3,4,4a,5,6-hexahydro-1H-pyrazino[1,2-a]quinolin-8-yl)-5H-pyrrolo[2,3-b]pyrazin-7-yl)-N,2-dimethyl-N-(((S)-tetrahydrofuran-3-yl)methyl)benzamide